FC(C=1C=C(C=CC1F)C=1C=C2C(=NC1)C=NN2CC=2SC(=CC2)F)F 6-(3-(Difluoromethyl)-4-fluorophenyl)-1-((5-fluorothiophen-2-yl)methyl)-1H-pyrazolo[4,3-b]pyridine